[N+](=O)([O-])C=1N(C=CN1)CC(=O)NCC(C(F)(F)F)(F)F 2-(2-nitrO-1H-imidazol-1-yl)-N-(2,2,3,3,3-pentafluoropropyl)acetamide